2-[1R-3-methyl-6R-(1-methylethenyl)-2-cyclohexen-1-yl]-5-pentyl-1,3-benzenediol CCCCCC1=CC(=C(C(=C1)O)[C@@H]2C=C(CC[C@H]2C(=C)C)C)O